FC=1C=C2C(=NNC2=CC1OCCOC)C1=CC(=NO1)C=1C=CC(=NC1)N1CCS(CC1)=O 4-(5-{5-[5-Fluoro-6-(2-methoxyethoxy)-1H-indazol-3-yl]-1,2-oxazol-3-yl}pyridin-2-yl)-1lambda4-thiomorpholin-1-on